C(C1=CC=CC=C1)OC1=CC=C(C=C1)C1CCN(CC1)C(=O)OCCCC butyl 4-(4-(benzyloxy)phenyl)piperidine-1-carboxylate